ClC=1C2=CC=CN=C2C(=C2C=CC=NC12)Cl 9,10-dichloro-1,5-diazaanthracene